8-azoniabicyclo[3.2.1]octan-3-yl (N,N-diisopropylamino)phosphite C(C)(C)N(C(C)C)P(OC1CC2CCC(C1)[NH2+]2)([O-])[O-]